COC(C(C)OC1=NN(C(=C1Cl)N)C1=CC=CC=C1)=O Methyl-2-[(5-amino-4-chloro-1-phenyl-1H-pyrazol-3-yl)oxy]propanoat